ClC1=C(OC2=C1C=C(C=C2C(SC)=O)F)CNC(=O)C=2C=NN1C2N=CC=C1 S-Methyl 3-chloro-5-fluoro-2-((pyrazolo[1,5-a]pyrimidine-3-carboxamido)methyl)benzofuran-7-carbothioate